2-((6-(trifluoromethyl)pyrazin-2-yl)oxy)ethan-1-one FC(C1=CN=CC(=N1)OCC=O)(F)F